(S)-4-((1-(4-(2-(2-aminopyridin-3-yl)-5-phenyl-3H-imidazo[4,5-b]pyridin-3-yl)benzyl)piperidin-3-yl)amino)-1,3,5-triazine-2-carbonitrile NC1=NC=CC=C1C1=NC=2C(=NC(=CC2)C2=CC=CC=C2)N1C1=CC=C(CN2C[C@H](CCC2)NC2=NC(=NC=N2)C#N)C=C1